CC1(OB(OC1(C)C)C=1C=C(C=CC1)NC(CC)=O)C N-[3-(4,4,5,5-tetramethyl-1,3,2-dioxaborolan-2-yl)phenyl]propanamide